ClC1=NC(=CC(=N1)N1CCC2(CCCC(N2C2=CC(=C(C=C2)F)F)=O)CC1)C(F)(F)F 9-(2-chloro-6-(trifluoromethyl)pyrimidin-4-yl)-1-(3,4-difluorophenyl)-1,9-diazaspiro[5.5]undecan-2-one